Ethyl (R)-2-(5-(((1-(2,5-difluoropyridin-3-yl)ethoxy)carbonyl)amino)-1-methyl-1H-pyrazol-4-yl)pyrimidine-5-carboxylate FC1=NC=C(C=C1[C@@H](C)OC(=O)NC1=C(C=NN1C)C1=NC=C(C=N1)C(=O)OCC)F